BrC1=CC=C(CNC(=O)[C@@H]2CN(CCC2)C=2C=3C(N=CN2)=NN(C3)C3=CC(=C(C=C3)C(F)(F)F)F)C=C1 (S)-N-(4-bromobenzyl)-1-(2-(3-fluoro-4-(trifluoromethyl)phenyl)-2H-pyrazolo[3,4-d]pyrimidin-4-yl)piperidine-3-carboxamide